O=C1N(C(C2=CC=CC=C12)=O)O[C@@H](COC1=CC=C(C(N[C@H]2CN(CC2)C(=O)[O-])=N)C=C1)C(=O)OC (R)-3-(4-((S)-2-((1,3-dioxoisoindolin-2-yl)oxy)-3-methoxy-3-oxopropoxy)benzimidamido)pyrrolidine-1-carboxylate